(R)-N-(1-(3,5-bis(1-ethyl-1H-pyrazol-5-yl)phenyl)ethyl)-5-(2-(dimethylamino)-ethoxy)-2-methylbenzamide C(C)N1N=CC=C1C=1C=C(C=C(C1)C1=CC=NN1CC)[C@@H](C)NC(C1=C(C=CC(=C1)OCCN(C)C)C)=O